C(C)OC(\C=C\C1=CC(=C(C=C1)N1[C@@H]2C[C@H]([C@H](C1)C2)OCC=2C(=NOC2C2CC2)C2=C(C=CC=C2Cl)Cl)F)=O (2E)-3-[4-[(1S,4S,5R)-5-[[5-cyclopropyl-3-(2,6-dichlorophenyl)-1,2-oxazol-4-yl]methoxy]-2-azabicyclo[2.2.1]heptan-2-yl]-3-fluorophenyl]prop-2-enoic acid ethyl ester